C(C)(C)(C)OC(=O)N1C(C(CC1)C(=O)O)C (tert-butoxycarbonyl)-2-methylpyrrolidine-3-carboxylic acid